Cl.NC1=C(C(=NC=N1)NC1=CC(=C2N(C1=O)C1(CCNCC1)NC2=O)C)Cl 6-((6-amino-5-chloropyrimidin-4-yl)amino)-8-methyl-2H-spiro[imidazo[1,5-a]pyridine-3,4'-piperidine]-1,5-dione hydrochloride